[Si](C1=CC=CC=C1)(C1=CC=CC=C1)(C(C)(C)C)OC[C@H](CC(=O)OC)OS(=O)(=O)C methyl (S)-4-((tert-butyldiphenylsilyl)oxy)-3-((methylsulfonyl)oxy)butanoate